1-tridecanoyl-2-octadecanoyl-glycero-3-phospho-(1'-sn-glycerol) CCCCCCCCCCCCCCCCCC(=O)O[C@H](COC(=O)CCCCCCCCCCCC)COP(=O)(O)OC[C@H](CO)O